ClC1=C(C(=O)N2COC3=C(C2)C=CC=C3C3=CC(=C(C(=O)O)C=C3F)N3C2COCC3CC2)C(=CC(=C1)N1[C@H](C2(C1)CC(C2)OC)C)Cl 4-[3-[2,6-Dichloro-4-[(1S,4s,6R)-6-methoxy-1-methyl-2-azaspiro[3.3]heptan-2-yl]benzoyl]-2,4-dihydro-1,3-benzoxazin-8-yl]-5-fluoro-2-(3-oxa-8-azabicyclo[3.2.1]oct-8-yl)benzoic acid